FC([C@@H]([C@]1(CN(CC1)C(C)(C)C=1C=NC(=CC1)C)CCC=1SC(=CC1)F)NC(OC1=CC=CC=C1)=O)(F)F |o1:3| phenyl ((R)-2,2,2-trifluoro-1-((R or S)-3-(2-(5-fluoro-thiophen-2-yl)ethyl)-1-(2-(6-methylpyridin-3-yl)propan-2-yl)pyrrolidin-3-yl)ethyl)carbamate